N-[(3S,4S)-1-iso-propyl-3-methyl-4-piperidyl]-6-[3-(2-methoxy-4-methylsulfonyl-anilino)prop-1-ynyl]-1-(2,2,2-trifluoroethyl)benzimidazole-4-carboxamide C(C)(C)N1C[C@@H]([C@H](CC1)NC(=O)C1=CC(=CC=2N(C=NC21)CC(F)(F)F)C#CCNC2=C(C=C(C=C2)S(=O)(=O)C)OC)C